C(C)(C)(C)OC(=O)N1CCC(CC1)[C@](CC)(O)C1=CC(=C(C(=C1)C(=O)OC)C(C1=CC=C(C=C1)Cl)=O)F (-)-(S)-4-(1-(4-(4-chlorobenzoyl)-3-fluoro-5-(methoxycarbonyl)phenyl)-1-hydroxypropyl)piperidine-1-carboxylic acid tert-butyl ester